2-[(1R,3aS,7aR,E)-1-{(2S,3R)-3-Fluoro-6-methyl-6-[(triethylsilyl)oxy]heptan-2-yl}-7a-methyloctahydro-4H-inden-4-ylidene]ethan-1-ol F[C@@H]([C@@H](C)[C@H]1CC[C@H]2\C(\CCC[C@]12C)=C\CO)CCC(C)(O[Si](CC)(CC)CC)C